FC(C(O)C=1OC(=NN1)C1=C(C=CC=C1)NC1=CC=C(C=C1)C(F)(F)F)(F)F 2,2,2-trifluoro-1-(5-(2-((4-(trifluoromethyl)phenyl)amino)phenyl)-1,3,4-oxadiazol-2-yl)ethanol